C(C)N1C(CCCC1C)C N-ethyl-2,6-dimethylpiperidine